N1=CC=C(C=C1)C=1N=CSC1 4-(4-pyridyl)thiazole